OCCNC(CN)C Hydroxyethyl-propylenediamine